CC1=NC=CC(=C1)CN[C@@H]1CN(CCC1)C1=CN=NC=C1 (3S)-N-[(2-methylpyridin-4-yl)methyl]-1-(pyridazin-4-yl)piperidin-3-amine